C1(CC1)[C@H](CC(=O)NC[C@H](CC1=CC2=C(NC(O2)=O)C=C1)N(C)C)C1=CC=CC=C1 (S)-3-cyclopropyl-N-((S)-2-(dimethylamino)-3-(2-oxo-2,3-dihydrobenzo[d]oxazol-6-yl)propyl)-3-phenylpropionamide